3-(4-Propylpiperazin-1-yl)benzo[d]isothiazole C(CC)N1CCN(CC1)C1=NSC2=C1C=CC=C2